C(CCCC)N1C=NC=2N(C(N(C)C(C12)=O)=O)C 7-pentyl-theophylline